(5-chloro-1-methyl-1H-indol-4-yl)acetic acid ClC=1C(=C2C=CN(C2=CC1)C)CC(=O)O